COC1=C(C=CC(=C1)OC)CNC=1C2=C(N=CN1)N(C=C2C2=NN(C=C2)C)[C@H]2C[C@@H]([C@H](C2)COS(=O)(=O)C2=CC=C(C=C2)C)O 4-methylbenzene-1-sulfonic acid [(1R,2S,4R)-4-(4-{[(2,4-dimethoxyphenyl) methyl]Amino}-5-(1-methyl-1H-pyrazol-3-yl)-7H-pyrrolo[2,3-d]Pyrimidin-7-yl)-2-hydroxycyclopentyl]Methyl ester